NC=1C2=C(N=CN1)N(C(=C2C2=CCC(CC2)S(=O)(=O)C2CCCC2)C2=CC=C(C=C2)NC(C(=C)C)=O)C N-(4-(4-amino-5-(4-(cyclopentylsulfonyl)cyclohex-1-en-1-yl)-7-methyl-7H-pyrrolo[2,3-d]pyrimidin-6-yl)phenyl)methacrylamide